COC(=O)C1=NC(=NC=C1)N[C@@H](C)C1=CC=CC=C1 (S)-2-((1-phenylethyl)amino)pyrimidine-4-carboxylic acid methyl ester